1-(2-(2,6-dioxopiperidin-3-yl)-1,3-dioxoisoindolin-4-yl)piperidine O=C1NC(CCC1N1C(C2=CC=CC(=C2C1=O)N1CCCCC1)=O)=O